3-(1-cyanocyclopropyl)-N-[1-[2-[5-(2,2-difluoroethoxy)pyrimidin-2-yl]-1,2,4-triazol-3-yl]ethyl]-5-(trifluoromethyl)benzamide C(#N)C1(CC1)C=1C=C(C(=O)NC(C)C=2N(N=CN2)C2=NC=C(C=N2)OCC(F)F)C=C(C1)C(F)(F)F